2-(1-(3,5-difluorophenyl)-1H-pyrazol-4-yl)propanamide FC=1C=C(C=C(C1)F)N1N=CC(=C1)C(C(=O)N)C